ClC1=C2C(=C(C(N(C2=CC=C1F)COCC[Si](C)(C)C)=O)C1(CC1)C(=O)N[C@H](C)C1=NC=C(C=N1)C#N)C 1-(5-chloro-6-fluoro-4-methyl-2-oxo-1-{[2-(trimethylsilyl)ethoxy]methyl}quinolin-3-yl)-N-[(1R)-1-(5-cyanopyrimidin-2-yl)ethyl]cyclopropane-1-carboxamide